Ethyl 1-(4-methoxybenzyl)-4-(4-(5-methyl-1,3,4-thiadiazol-2-yl)-[1,1-biphenyl]-4-yl)-1H-1,2,3-triazole-5-carboxylate COC1=CC=C(CN2N=NC(=C2C(=O)OCC)C2(CC=C(C=C2)C2=CC=CC=C2)C=2SC(=NN2)C)C=C1